5-((2S,6R)-2-((4-(dimethylamino)piperidin-1-yl)methyl)-6-methylmorpholino)quinoline-8-carbonitrile CN(C1CCN(CC1)C[C@@H]1O[C@@H](CN(C1)C1=C2C=CC=NC2=C(C=C1)C#N)C)C